4-[2-[3-[8-[3-amino-6-(5-fluoro-2-hydroxy-phenyl)pyridazin-4-yl]-3,8-diazabicyclo[3.2.1]octan-3-yl]phenoxy]ethyl]piperazine NC=1N=NC(=CC1N1C2CN(CC1CC2)C=2C=C(OCCN1CCNCC1)C=CC2)C2=C(C=CC(=C2)F)O